tert-butyl (S)-(1-(4-((7-bromo-3,3-dimethyl-2-oxoindolin-5-yl)amino)-5-carbamoylpyrimidin-2-yl)piperidin-3-yl)carbamate BrC=1C=C(C=C2C(C(NC12)=O)(C)C)NC1=NC(=NC=C1C(N)=O)N1C[C@H](CCC1)NC(OC(C)(C)C)=O